CNC1=CC=C(C=C1)[C@@H]1[C@H]([C@@H](CCC1=O)C(=O)OC)C(=O)OC |r| rac-dimethyl (1R,2R,3S)-3-(4-(methylamino)phenyl)-4-oxocyclohexane-1,2-dicarboxylate